ClC=1C(=C(C=CC1)NC1=C(NC2=C1C(NCC2)=O)C2=CC=NC1=C2N=C(N=C1)OCCN1CCOCC1)OC 3-[(3-chloro-2-methoxyphenyl)amino]-2-{2-[2-(morpholin-4-yl)ethoxy]pyrido[3,2-d]pyrimidin-8-yl}-1H,5H,6H,7H-pyrrolo[3,2-c]pyridin-4-one